N-((1r,4r)-4-hydroxycyclohexyl)-1H-pyrazole-3-carboxamide OC1CCC(CC1)NC(=O)C1=NNC=C1